OC1=C(C=C(C=C1)CN1CCC(CC1)CCNC(=O)N1[C@@H](CN(C[C@@H]1C)C=1C=NC(=NC1)C(F)(F)F)C)C (2R,6S)-N-(2-{1-[(4-hydroxy-3-methylphenyl)methyl]piperidin-4-yl}ethyl)-2,6-dimethyl-4-[2-(trifluoromethyl)pyrimidin-5-yl]piperazine-1-carboxamide